2,2',5,5'-tetrakis(trifluoromethoxy)benzidine FC(OC1=C(C=C(C(=C1)N)OC(F)(F)F)C1=C(C=C(N)C(=C1)OC(F)(F)F)OC(F)(F)F)(F)F